3-(5-Fluoro-2-phenyl-3-(3-phenylpropanoyl)-1H-indol-1-yl)-2,2-dimethylpropanamide FC=1C=C2C(=C(N(C2=CC1)CC(C(=O)N)(C)C)C1=CC=CC=C1)C(CCC1=CC=CC=C1)=O